CC=1C2=C(N3C1CN(CC3)S(=O)(=O)CCOCC3NCC3)N=CC(=C2)C(F)(F)F 2-((2-((5-methyl-3-(trifluoromethyl)-8,9-dihydropyrido[3',2':4,5]pyrrolo[1,2-a]pyrazin-7(6H)-yl)sulfonyl)ethoxy)methyl)azetidin